(2S)-2-propylpentyl 2-(((((2S,4S)-4-(4-amino-2-oxopyrimidin-1(2H)-yl)-1,3-dioxolan-2-yl)methoxy)-(phenoxy)phosphoryl)amino)propanoate NC1=NC(N(C=C1)[C@H]1O[C@H](OC1)COP(=O)(OC1=CC=CC=C1)N[C@H](C(=O)OCC(CCC)CCC)C)=O